2,2-dilinoleyl-4-dimethylaminoethyl-[1,3]-dioxane C(CCCCCCC\C=C/C\C=C/CCCCC)C1(OCCC(O1)CCN(C)C)CCCCCCCC\C=C/C\C=C/CCCCC